C(N)(=O)CCN[C@@H](CCC(N)=O)C(=O)O 2-carbamoylethyl-(glutamine)